C1(CC1)C1=NC=NC(=C1C=1N=CC2=C(N1)NC(=C2)C2=NN(C=C2)C)OC 2-(4-cyclopropyl-6-methoxypyrimidin-5-yl)-6-(1-methyl-1H-pyrazol-3-yl)-7H-pyrrolo[2,3-d]pyrimidine